BrC1=C(N=C2N(C1=O)C=C(N2CC2CC2)C)C(F)(F)F 6-bromo-1-(cyclopropylmethyl)-2-methyl-7-(trifluoromethyl)imidazo[1,2-a]pyrimidin-5-one